tertiary hexyl-dimethyl-chlorosilane C(C)(C)(CCC)[Si](Cl)(C)C